O1C[C@H](CC1)OC1=CC=2C(=NCN(C2)[2H])NC1=O 6-(((S)-tetrahydrofurane-3-yl)oxy)pyrido[2,3-d]pyrimidin-7(8H)-one-3-d